BrC1=C(NC(=C1C1=CC=C(C=C1)[N+](=O)[O-])C)C(=O)OC methyl 3-bromo-5-methyl-4-(4-nitrophenyl)-1H-pyrrole-2-carboxylate